benzyl (R)-(1-(quinolin-4-yl)ethyl)carbamate N1=CC=C(C2=CC=CC=C12)[C@@H](C)NC(OCC1=CC=CC=C1)=O